8-(4-((R)-1-(4-Chloro-2-(5,6-dihydro-2H-pyran-3-yl)phenyl)-2,2,2-trifluoroethoxy)thieno[3,2-d]pyrimidin-7-yl)-2-azaspiro[4.5]dec-7-en ClC1=CC(=C(C=C1)[C@H](C(F)(F)F)OC=1C2=C(N=CN1)C(=CS2)C2=CCC1(CCNC1)CC2)C=2COCCC2